diethylcarbamoylethyl benzoate C(C1=CC=CC=C1)(=O)OCCC(N(CC)CC)=O